N-(2-fluorophenyl)-1-methyl-2-oxo-3-(phenylselenyl)pyrrolidine-3-carboxamide FC1=C(C=CC=C1)NC(=O)C1(C(N(CC1)C)=O)[Se]C1=CC=CC=C1